ClC=1N(N=C2C(N(CCC21)C2(CC2)CC#N)=O)CC2=C(C=CC=C2F)F 2-(1-(3-chloro-2-(2,6-difluorobenzyl)-7-oxo-2,4,5,7-tetrahydro-6H-pyrazolo[3,4-c]pyridin-6-yl)cyclopropyl)acetonitrile